methyl N-[8-bromo-2-(methylsulfanyl)pyrazolo[1,5-a][1,3,5]triazin-4-yl]glycinate BrC=1C=NN2C1N=C(N=C2NCC(=O)OC)SC